C1(=CCCCC1)COC(C=C)=O cyclohexenylmethylacrylate